CC1(CCCCC1)OC(=O)C1=C2C=CC=C(C2=CC=C1)C1C2C=CC(C1)C2 5-(5-(1-methylcyclohexyloxycarbonyl)naphthyl)-bicyclo[2.2.1]hept-2-ene